N-(2-amino-4-fluorophenyl)-5-bromo-2-(trifluoromethyl)benzamide NC1=C(C=CC(=C1)F)NC(C1=C(C=CC(=C1)Br)C(F)(F)F)=O